(S)-5-oxo-4-((S)-2-(2-oxo-2-((3-(trifluoromethyl)phenyl)amino)acetamido)propanamido)-6-(2,3,5,6-tetrafluorophenoxy)hexanoic acid O=C([C@H](CCC(=O)O)NC([C@H](C)NC(C(NC1=CC(=CC=C1)C(F)(F)F)=O)=O)=O)COC1=C(C(=CC(=C1F)F)F)F